3-(PYRIDAZIN-4-YL)-5,6-DIHYDRO-4H-1,2,4-OXADIAZIN N1=NC=C(C=C1)C1=NOCCN1